FC1=CC(=C(C=C1)N1CN(C(C2=CC=C(C=C12)C(F)(F)F)=O)C1=CC=C(C=C1)S(=O)(=O)C)C 1-(4-fluoro-2-methylphenyl)-3-(4-(methylsulfonyl)phenyl)-7-(trifluoromethyl)-2,3-dihydro-quinazolin-4(1H)-one